methyl 5-(6-bromo-4-chlorophthalazin-1-yloxy)-2-fluorobenzoate BrC=1C=C2C(=NN=C(C2=CC1)OC=1C=CC(=C(C(=O)OC)C1)F)Cl